4-((2H-1,2,3-triazol-2-yl)methyl)-2-oxabicyclo[2.1.1]hexan N=1N(N=CC1)CC12COC(C1)C2